(4-amino-1-tert-butyl-pyrazolo[3,4-d]pyrimidin-3-yl)-N-(2-methoxyethoxy)-1H-indole-2-carboxamide NC1=C2C(=NC=N1)N(N=C2N2C(=CC1=CC=CC=C21)C(=O)NOCCOC)C(C)(C)C